BrC(C)C1=CC(=CC=2C(C=C(OC21)SCC)=O)F 8-(1-Bromoethyl)-2-ethylsulfanyl-6-fluoro-benzopyran-4-one